C1(=CC=CC=C1)N1CN(C(C1)C1=CC=CC=C1)C1=CC=C(C=C1)C 1,4-diphenyl-3-(p-tolyl)imidazolidine